nona-3,7-diene CCC=CCCC=CC